NC1=NC=CC(=C1)C=1OC=C(N1)C(=O)NC=1C(=CC2=C(CC(O2)(C)C)C1)N1CCN(CC1)C(N)=O 2-(2-Aminopyridin-4-yl)-N-(6-(4-carbamoylpiperazin-1-yl)-2,2-dimethyl-2,3-dihydrobenzofuran-5-yl)oxazole-4-carboxylic acid amide